4-{[(6-Chloropyridin-3-yl)methyl](4-fluoro-3-nitrobenzyl)amino}furan ClC1=CC=C(C=N1)CN(C=1C=COC1)CC1=CC(=C(C=C1)F)[N+](=O)[O-]